ClC1=CC=C(C=C1)[C@H](CN1N=C(N=N1)CN1C=NC=2OCC(NC2C1=O)=O)O 3-({2-[(2R)-2-(4-chlorophenyl)-2-hydroxyethyl]-2H-1,2,3,4-tetrazol-5-yl}methyl)-3H,4H,5H,6H,7H-pyrimido[4,5-b][1,4]oxazine-4,6-dione